4-((5-(methoxycarbonyl)-1,3-benzodiazol-1-yl)methyl)phenylboronic acid trifluoroacetic acid salt FC(C(=O)O)(F)F.COC(=O)C1=CC2=C(N(C=N2)CC2=CC=C(C=C2)B(O)O)C=C1